FC=1C=CC(=NC1)OC1CC2(CN(C2)C(=O)N2C[C@H](CC2)C2=NC=NN2)C1 [6-[(5-Fluoro-2-pyridyl)oxy]-2-azaspiro[3.3]heptan-2-yl]-[(3S)-3-(1H-1,2,4-triazol-5-yl)pyrrolidin-1-yl]methanone